C(N)(=N)[C@@]1([C@@](O[C@@H]([C@H]1O)CO)(N1C(=O)N=C(N)C=C1)[C@@]1([C@H](O)[C@H](O)[C@@H](CO)O1)N1C(=O)N=C(N)C=C1)O guanyl-cytidinyl-cytidine